O=C(NCCOCCOCCOCCOCCOC)CCCC(=O)OC(C=O)CCCNC(=N)N 5-guanidino-1-oxopentan-2-yl 18-oxo-2,5,8,11,14-pentaoxa-17-azaheneicosane-21-carboxylate